FC1=CC=C(C=C1)N1N=C(C2=CC=CC=C2C1=O)C=1C=[N+](C=CC1)[O-] 3-(3-(4-Fluorophenyl)-4-oxo-3,4-dihydrophthalazin-1-yl)pyridine 1-oxide